CN(C(CONC(=O)[C@H]1N2C(N([C@H](CC1)C2)OS(=O)(=O)O)=O)=O)C.[NH+]2=CC=CC=C2 pyridinium (2S,5R)-N-[2-(dimethylamino)-2-oxoethoxy]-7-oxo-6-(sulfooxy)-1,6-diaza-bicyclo[3.2.1]octane-2-carboxamide